tert-butyl 2-(3,3-difluoropiperidin-4-yl)-2,7-diazaspiro[3.5]nonane-7-carboxylate FC1(CNCCC1N1CC2(C1)CCN(CC2)C(=O)OC(C)(C)C)F